IN1[C@@H](CCC1)C(=O)O iodoproline